BrC=1C(=C(C=CC1)SC1(CC1)C=1N(C2=C(CN(CC2)C)N1)C)Cl 2-(1-((3-bromo-2-chlorophenyl)thio)cyclopropyl)-1,5-dimethyl-4,5,6,7-tetrahydro-1H-imidazo[4,5-c]Pyridine